COC1=C(C=C(C=C1)CNCC1=CC(=NC=C1)N1CCCCC1)O 2-methoxy-5-[[[2-(1-piperidyl)-4-pyridyl]methylamino]methyl]phenol